Cl.N1(CCCCC1)CCOC1=CC=C(C=C1)C=O [4-[2-(1-piperidyl)ethoxy]-phenyl]-methanone Hydrochloride